(4S,7S)-12-chloro-13-fluoro-16-methylsulfanyl-9-oxa-2,11,15,17-tetrazatetracyclo[8.7.1.02,7.014,18]octadeca-1(17),10(18),11,13,15-pentaene-4-carbonitrile ClC1=NC=2OC[C@@H]3CC[C@@H](CN3C3=NC(=NC(=C1F)C32)SC)C#N